N1(CCCCCCC1)C(C(=O)O)C(NC1=CC=C2C(=C1)NC(C21CCOCC1)=O)=O 2-(azacyclooctan-1-yl)-3-oxo-3-[(2-oxospiro[indoline-3,4'-tetrahydropyran]-6-yl)amino]-propionic acid